N-(3-(3-bromo-7-(trifluoromethyl)imidazo[1,2-c]pyrimidin-2-yl)-4-(ethylsulfonyl)-1-methyl-1H-pyrazol-5-yl)-2,2,2-trifluoroacetamide BrC1=C(N=C2N1C=NC(=C2)C(F)(F)F)C2=NN(C(=C2S(=O)(=O)CC)NC(C(F)(F)F)=O)C